FC(CN1CC(N(CC1)CC1=C2C=CNC2=C(C=C1OC)C)C1=CC=C(C(=O)O)C=C1)F 4-(4-(2,2-difluoroethyl)-1-((5-methoxy-7-methyl-1H-indol-4-yl)methyl)piperazin-2-yl)benzoic acid